C(C)(C)(C)C=1N=NN(C1)CC(=O)NC1=CC=C(C=C1)C1=NC=NC2=CC(=C(C=C12)OC)OCC1CCN(CC1)CCOC 2-(4-(tert-butyl)-1H-1,2,3-triazol-1-yl)-N-(4-(6-methoxy-7-((1-(2-methoxyethyl)piperidin-4-yl)methoxy)quinazolin-4-yl)phenyl)acetamide